C(C)C1=CN=C(S1)C=1C=C(C(=O)N[C@H](C)C=2N=NC(=CC2)C)C=C(C1)OC1CCOCC1 3-(5-Ethyl-1,3-thiazol-2-yl)-N-[(1R)-1-(6-methylpyridazin-3-yl)ethyl]-5-(tetrahydro-2H-pyran-4-yloxy)benzamide